tert-butyl (2S)-4-{4-amino-5-bromo-7-methyl-7H-pyrrolo[2,3-d]pyrimidin-6-yl}-2-methylpyrrolidine-1-carboxylate NC=1C2=C(N=CN1)N(C(=C2Br)C2C[C@@H](N(C2)C(=O)OC(C)(C)C)C)C